C(C)(C)(C)NS(=O)(=O)C=1C=C2C=CN(C2=C(C1)N1[C@@H]2CN(C[C@H]1CC2)C(C2=C(C=C(C=C2)F)Cl)=O)C2CC2 N-tert-butyl-7-[(1S,5R)-3-(2-chloro-4-fluoro-benzoyl)-3,8-diazabicyclo[3.2.1]octan-8-yl]-1-cyclopropyl-indole-5-sulfonamide